carboxymethyl-cysteic acid C(=O)(O)CN[C@@H](CS(=O)(O)=O)C(=O)O